benzyl 4-((dimethylamino) methylene)-2-methyl-3-oxopyrrolidine-1-carboxylate CN(C)C=C1C(C(N(C1)C(=O)OCC1=CC=CC=C1)C)=O